Cl.ClC12CC(C1)(C2)N (3-Chloro-1-bicyclo[1.1.1]pentanyl)amine hydrochloride